8-benzyloxy-5-bromoacetyl-(1H)-quinolin-2-one C(C1=CC=CC=C1)OC=1C=CC(=C2C=CC(NC12)=O)C(CBr)=O